3-(1-piperidinyl)propane-1-thiol N1(CCCCC1)CCCS